C(CCC)(=O)NC1=NC=CC(=C1)CN1CC2N(C=3N(CC2)C(C(=CC3)C(=O)NC)=O)CC1 3-((2-butyramidopyridin-4-yl)methyl)-N-methyl-8-oxo-2,3,4,4a,5,6-hexahydro-1H,8H-pyrazino[1,2-c]pyrido[1,2-a]pyrimidine-9-carboxamide